rel-5-[[2-[(2R,5S)-2-[6-(Methanesulfonamido)-3-pyridyl]-5-methyl-1-piperidyl]-2-oxo-acetyl]amino]-2-methoxy-pyridine-3-carboxamide CS(=O)(=O)NC1=CC=C(C=N1)[C@@H]1N(C[C@H](CC1)C)C(C(=O)NC=1C=C(C(=NC1)OC)C(=O)N)=O |o1:11,14|